(Z)-1-(4-methoxyphenyl)-N-phenylmethaneimine oxide COC1=CC=C(C=C1)\C=[N+](\C1=CC=CC=C1)/[O-]